(5R,6S)-5-hydroxy-6-((S)-5H-imidazo[5,1-a]isoindol-5-yl)-N-methyl-5,6,7,8-tetrahydronaphthalene-2-carboxamide O[C@H]1C=2C=CC(=CC2CC[C@H]1[C@@H]1N2C(C3=CC=CC=C13)=CN=C2)C(=O)NC